1-(2-(7-oxa-4-azaspiro[2.5]octan-4-yl)ethyl)-N-((1s,4s)-4-fluorocyclohexyl)-4-hydroxy-2-oxo-1,2-dihydro-1,8-naphthyridine-3-carboxamide C1CC12N(CCOC2)CCN2C(C(=C(C1=CC=CN=C21)O)C(=O)NC2CCC(CC2)F)=O